COC=1C=C(CNC(C(=O)[C@H]2N(CC(C2)(F)F)C(CNC(=O)C2=CC=NC3=CC=C(C=C23)OCCCN(C)C)=O)=O)C=CC1OC (S)-N-(2-(2-(2-((3,4-dimethoxybenzyl)amino)-2-oxoacetyl)-4,4-difluoropyrrolidin-1-yl)-2-oxoethyl)-6-(3-(dimethylamino)propoxy)quinoline-4-carboxamide